N(C)CC(=O)OCC[N+](C)(C)C choline sarcosinate